FC1=C(C=CC=C1)C=1N(C2=C(C=NC(=C2)N2N=CC=N2)N1)[C@H]1C[C@H](CCC1)NC(OC(C)(C)C)=O tert-butyl ((1S,3R)-3-(2-(2-fluorophenyl)-6-(2H-1,2,3-triazol-2-yl)-1H-imidazo[4,5-c]pyridin-1-yl)cyclohexyl)carbamate